5-(8-((1S,4R)-6,6-difluoro-2-azabicyclo[2.2.1]heptan-2-yl)imidazo[1,2-b]pyridazin-6-yl)pyrimidine-2,4(1H,3H)-dione FC1(C[C@@H]2CN([C@H]1C2)C=2C=1N(N=C(C2)C=2C(NC(NC2)=O)=O)C=CN1)F